CC(CCC(C(C(C(=O)O)(CCC(C)C)CCC(C)C)(O)C(=O)O)C(=O)O)C.C(C)(C)(C)NC(=O)C1=NC=CC(=C1)NC(CC1=C(C=C(C(=C1)O)C(C)(C)O)F)=O N-tert-Butyl-4-[[2-[2-fluoro-5-hydroxy-4-(1-hydroxy-1-methyl-ethyl)phenyl]acetyl]amino]pyridine-2-carboxamide tri-(3-methyl-1-butyl)citrate